(1S,3R)-3-(2,2-dichlorovinyl)-2,2-dimethylcyclopropanecarboxylic acid ClC(=C[C@@H]1C([C@H]1C(=O)O)(C)C)Cl